ethyl-3-phenylprop-2-enoate (ethyl cinnamate) C(C)C(C(=O)O)=CC1=CC=CC=C1.C(C)OC(C=CC1=CC=CC=C1)=O